C(C)N1CCN(CC1)C1=CC(=C(C=C1)NC1=NC=C(C(=N1)NC1=CC=C2C=NNC2=C1)C)OC N2-(4-(4-ethylpiperazin-1-yl)-2-methoxyphenyl)-N4-(1H-indazol-6-yl)-5-methylpyrimidine-2,4-diamine